C(C)(C)(C)OC(=O)NCC(F)(F)S(=O)(=O)CC(=O)O 2-((2-((tert-butoxycarbonyl)amino)-1,1-difluoroethyl)sulfonyl)acetic acid